5-[(dimethylamino)methyl]-2-sulfanyl-phenol CN(C)CC=1C=CC(=C(C1)O)S